sulfanyldecanal SC(C=O)CCCCCCCC